ClC(C(=O)[O-])(Cl)Cl.ClC(C(=O)[O-])(Cl)Cl.C1(=CC=CC=C1)[Bi+2](C1=CC=CC=C1)C1=CC=CC=C1 triphenyl-bismuth (V) bis(trichloroacetate)